hydroxyethyltrimethylammonium lactate C(C(O)C)(=O)[O-].OCC[N+](C)(C)C